C(CCCCCCC\C=C/CCCCCCCC)C(N(Cl)CCCCCCCC\C=C/CCCCCCCC)CCNCCCCNCCCN dioleyl-chlorospermine